COCC1CCNC1 4-(methoxymethyl)pyrrolidine